N1C=NC=C2C1=CN=C2 1H-azolo[3,4-D]pyrimidine